C(CCCC)C=1C(=C(C=C(C1)O)O)C=1C=NC=NC1 5-pentyl-4-pyrimidin-5-yl-benzene-1,3-diol